OCCOCCC1=CC(=NC=C1)NC(OC(C)(C)C)=O tert-butyl N-[4-[2-(2-hydroxyethoxy)ethyl]-2-pyridyl]carbamate